C(C)(C)(C)OC(=O)N1CCN(CC1)C[C@H]1CNCC1.N1C[C@@H](CC1)CN1CCN(CC1)C(=O)OC(C)(C)C tert-butyl (R)-4-(pyrrolidin-3-ylmethyl)piperazine-1-carboxylate Tert-butyl-(R)-4-(pyrrolidin-3-ylmethyl)piperazine-1-carboxylate